C1(CCCCC1)OC(C(=O)OCC=C)O allyl 2-cyclohexyloxyglycolate